Trans-N-[4-[5-[4-[2-(benzylamino)-2-oxo-ethyl]-2-(tert-butylsulfamoyl)phenyl]thiazol-2-yl]cyclohexyl]carbamic acid isopropyl ester C(C)(C)OC(N[C@@H]1CC[C@H](CC1)C=1SC(=CN1)C1=C(C=C(C=C1)CC(=O)NCC1=CC=CC=C1)S(NC(C)(C)C)(=O)=O)=O